C(#N)C=1C=CC(=C2N=CC=NC12)N1C[C@@H](C[C@@H](C1)C)NC(C(=O)OC)(C)C Methyl 2-((3R,5S)-1-(8-cyanoquinoxalin-5-yl)-5-methylpiperidin-3-ylamino)-2-methylpropionate